O1C2=C(NCC1)C=CC=C2 dihydro-2H-benzo[b][1,4]oxazine